CC1=C(C=2N(C=C1C1=C(C=3N=C(SC3N1)C1CCN(CC1)C(C)C)C(C)C)N=CN2)C 5-(7,8-dimethyl-[1,2,4]triazolo[1,5-a]pyridin-6-yl)-6-isopropyl-2-(1-isopropylpiperidin-4-yl)-4H-pyrrolo[3,2-d]thiazole